FC=1C=C(CNC(C2=CC(=C(C=C2)N2CCN(CC2)C)NS(=O)(=O)C2=CC=C(C=C2)C)=O)C=CC1 N-(3-fluorobenzyl)-3-((4-methylphenyl)sulphonamido)-4-(4-methylpiperazin-1-yl)benzamide